(2-(4-(4-(2-chloro-5-fluorophenoxy)piperidin-1-yl)phenyl)thiazol-4-yl)methyl isobutyrate C(C(C)C)(=O)OCC=1N=C(SC1)C1=CC=C(C=C1)N1CCC(CC1)OC1=C(C=CC(=C1)F)Cl